N-[(2S,3R)-4,4-difluoro-2-[(2-fluoro[1,1'-biphenyl]-3-yl)methyl]-1-(1-hydroxycyclobutane-1-carbonyl)pyrrolidin-3-yl]ethanesulfonamide FC1([C@@H]([C@@H](N(C1)C(=O)C1(CCC1)O)CC=1C(=C(C=CC1)C1=CC=CC=C1)F)NS(=O)(=O)CC)F